Cl.O1N=CC2=C1C=CC=C2 benzo[d]Isoxazole hydrochloride